CC=1C=C(C=CC1C)C=1CCCC2=C(C1C1=CC=C(C=C1)CC1CN(C1)CCCF)C=CC=C2 8-(3,4-Dimethylphenyl)-9-(4-((1-(3-fluoropropyl)azetidin-3-yl)methyl)phenyl)-6,7-dihydro-5H-benzo[7]annulen